COCOC=1C(=CC2=CN(N=C2C1C)C)C=1N=CC2=C(N1)N=CC(=C2)N2C[C@@H](CC2)NC(OC(C)(C)C)=O tert-butyl N-[(3R)-1-{2-[6-(methoxymethoxy)-2,7-dimethylindazol-5-yl]pyrido[2,3-d]pyrimidin-6-yl}pyrrolidin-3-yl]carbamate